N1CCC(CC1)C=1C=NC(=NC1)N1C[C@H]2N(C=3C(=NN=C(C3)C3=C(C=CC=C3)O)NC2)CC1 (S)-2-(8-(5-(piperidin-4-yl)pyrimidin-2-yl)-6,6a,7,8,9,10-hexahydro-5H-pyrazino[1',2':4,5]pyrazino[2,3-c]pyridazin-2-yl)phenol